C(C)(C)(C)OC(=O)N1CCN(CC1)C1(COCC1O[Si](C1=CC=CC=C1)(C1=CC=CC=C1)C(C)(C)C)C#N tert-butyl-4-(4-((tert-butyldiphenylsilyl)oxy)-3-cyanotetrahydrofuran-3-yl)piperazine-1-carboxylate